ClC=1C=C(C=CC1F)NC(N(C)C1COCC=2N=C(C=3C=C(C(=CC3C21)F)F)NC)=O 3-(3-Chloro-4-fluorophenyl)-1-(8,9-difluoro-6-(methylamino)-1,4-dihydro-2H-pyrano[3,4-c]isoquinolin-1-yl)-1-methylurea